(1-propylpiperidin-4-yl)-4H-pyrido[1,2-a]pyrimidin C(CC)N1CCC(CC1)C=1N=C2N(CC1)C=CC=C2